C(C)C1=C(C=CC=C1C(=O)N(CC)CC)C ethyl-N,N-diethyl-m-toluamide